C(C)(C)C1=CC=C(C=C1)CC(C)(O)C(=O)C(C)(CC1=CC=C(C=C1)C(C)C)O 4-Isopropylphenyl-2-hydroxy-2-propylketon